CN1C(=NC2=C(C=C(C=C2C1=O)C)[C@@H](C)NC=1C(=NC(=CC1)Cl)C(=O)O)C1CCN(CC1)C1=C2C=NC=NC2=CC=N1 3-[(R)-1-{3-methyl-6-methyl-4-oxo-2-[1-(1,3,6-triaza-5-naphthyl)-4-piperidyl]-8-quinazolinyl}ethylamino]-6-chloro-2-pyridinecarboxylic acid